FC1=NC(=CC(=C1)N(C1SC(=CN1C1C(CC1)(C)C)C)C(C(C)C)=O)F 2-[(2,6-difluoro-4-pyridyl)-(2-methylpropanoyl)amino]-N-(2,2-dimethylcyclobutyl)-5-methyl-thiazole